1-bromo-2,6-difluorobenzene-3,4,5-d3 BrC1=C(C(=C(C(=C1F)[2H])[2H])[2H])F